C[C@@H]1CCOCCOCC2=NC=C(C3=NNC=4C=CC(O1)=CC34)S2 (13R)-13-methyl-7,10,14-trioxa-23-thia-4,19,20-triazatetracyclo[13.5.2.12,5.018,21]tricosa-1(20),2,4,15(22),16,18(21)-hexaene